2-carbamoyl-4-((2S,3R,4R,5S)-3-(2-(difluoromethoxy)-3,4-difluorophenyl)-4,5-dimethyl-5-(trifluoromethyl)tetrahydrofuran-2-carboxamido)pyridine 1-oxide C(N)(=O)C1=[N+](C=CC(=C1)NC(=O)[C@H]1O[C@@]([C@@H]([C@@H]1C1=C(C(=C(C=C1)F)F)OC(F)F)C)(C(F)(F)F)C)[O-]